C(C)C=1C(=C(C=C2NC(C=3N(C12)C(=NN3)C)(C)C)F)C3=C1C=C(N(C1=CC(=C3)F)CCO)F 2-(4-(9-ethyl-7-fluoro-1,4,4-trimethyl-4,5-dihydro-[1,2,4]triazolo[4,3-a]quinoxalin-8-yl)-6-fluoro-fluoro-1H-indol-1-yl)ethanol